acetyl-6-bromo-8-chloro-2H-spiro[imidazo[1,5-a]pyridine-3,4'-piperidine]-1,5-dione C(C)(=O)N1CCC2(CC1)NC(C=1N2C(C(=CC1Cl)Br)=O)=O